N-[(1S)-2-[[5-(5-ethyl-3-methyl-1H-pyrazol-4-yl)-6-fluoro-2-pyridyl]amino]-1-(4-methylcyclohexyl)-2-oxo-ethyl]-2-(3-methoxypropyl)pyrazole-3-carboxamide C(C)C1=C(C(=NN1)C)C=1C=CC(=NC1F)NC([C@H](C1CCC(CC1)C)NC(=O)C=1N(N=CC1)CCCOC)=O